methyl 6-((4-(4-(1-(tert-butoxycarbonyl)-1,2,3,6-tetrahydropyridin-4-yl) phenyl)-1H-1,2,3-triazol-1-yl) methyl)-5-fluoronicotinate C(C)(C)(C)OC(=O)N1CCC(=CC1)C1=CC=C(C=C1)C=1N=NN(C1)CC1=NC=C(C(=O)OC)C=C1F